Sodium 1-amino-6-bromobenzo[h]isoquinoline NC1=NC=CC2=CC(=C3C(=C12)C=CC=C3)Br.[Na]